ethylenebisacrylamide (ETHYLENE DI(acrylate)) C(CC=CC(=O)O)C=CC(=O)O.C(CC=CC(=O)N)C=CC(=O)N